2-methyl-N3-(3-(9-(tetrahydro-2H-pyran-2-yl)-9H-purin-6-yl)pyridin-2-yl)pyridine-3,5-diamine CC1=NC=C(C=C1NC1=NC=CC=C1C1=C2N=CN(C2=NC=N1)C1OCCCC1)N